O1C2=C(OCC1CN1C(N(C(C3=C1C=CS3)=O)O)=O)C=CC=C2 1-((2,3-Dihydrobenzo[b][1,4]dioxin-2-yl)methyl)-3-hydroxythieno[3,2-d]pyrimidine-2,4(1H,3H)-dione